2,2'-(2,4,8,10-tetraoxaspiro[5.5]undecane-3,9-diyl)bis(2,2-dimethylethanol) C1OC(OCC12COC(OC2)C(CO)(C)C)C(CO)(C)C